N-(3,3-difluoro-1-methyl-4-piperidyl)-6-[3-(4-mesyl-2-anisidino)-1-propynyl]-1-(2,2,2-trifluoroethyl)-1H-benzo[d]imidazole-4-carboxamide FC1(CN(CCC1NC(=O)C1=CC(=CC=2N(C=NC21)CC(F)(F)F)C#CCNC=2C(OC)=CC=C(C2)S(=O)(=O)C)C)F